{4-[(1H-Benzimidazol-2-ylmethyl)-(5,6,7,8-tetrahydro-quinolin-8-yl)-amino]-butylamino}-acetic acid methyl ester COC(CNCCCCN(C1CCCC=2C=CC=NC12)CC1=NC2=C(N1)C=CC=C2)=O